C1(CC1)CN1C(=CC=2C1=NC=CC2F)C2=NC1=C(N2C)C(=CC(=C1)C(=O)N1[C@@H]2CC[C@H](C1)[C@H]2N)OC (1R,4R,7R)-2-{2-[1-(cyclopropylmethyl)-4-fluoro-1H-pyrrolo[2,3-b]pyridin-2-yl]-7-methoxy-1-methyl-1H-1,3-benzodiazole-5-carbonyl}-2-azabicyclo[2.2.1]heptan-7-amine